C(CCCCN1C2=CC=CC=C2C(C12C=NC1=C(O2)C=CC2=CC=C(C=C21)OC(C(=C)C)=O)(C)C)N2C1=CC=CC=C1C(C21C=NC2=C(O1)C=CC1=CC=C(C=C12)OC(C(=C)C)=O)(C)C 1,1''-(1,5-pentanediyl)bis[3,3-dimethyl-9'-methacryloxyspiro[indoline-2,3'-[3H]-naphtho[2,1-b](1,4)oxazine]]